glycidoxy ethyl-vinyl ether C(C)C=COOCC1CO1